(S)-3-(Boc)-1-(chloromethyl)-5-hydroxy-1,2-dihydro-3H-benzo[e]indole C(=O)(OC(C)(C)C)N1C[C@H](C=2C3=C(C(=CC12)O)C=CC=C3)CCl